C(CC)C1(CCCCC1)C(=O)O trans-propyl-cyclohexyl-formic acid